ClC1=NC=C(C(=C1)C1=C(C=NC(=C1)C)C(=O)NC=1SC(=NN1)OCC1(COC1)C)OC Racemic-2'-chloro-5'-methoxy-6-methyl-N-(5-((3-methyloxetan-3-yl)methoxy)-1,3,4-thiadiazol-2-yl)-(4,4'-bipyridine)-3-carboxamide